tert-butyl (5S)-5-(hydroxymethyl)-4-azaspiro[2.4]heptane-4-carboxylate OC[C@H]1N(C2(CC2)CC1)C(=O)OC(C)(C)C